C(=O)O.N[C@H](CC(=O)O)CC1=NC(=CC=C1F)C1=CC=C(C=C1)OC1=NC=C(C=C1F)Cl (S)-3-amino-4-(6-(4-((5-chloro-3-fluoropyridin-2-yl)oxy)phenyl)-3-fluoropyridin-2-yl)butanoic acid formate salt